C1(CC1)C#CC=1C=C(OC2=C(N=NN2)C(=O)O)C=CC1 5-(3-(cyclopropyl-ethynyl)phenoxy)-1H-1,2,3-triazole-4-carboxylic acid